N1=CC=C(C=C1)C[C@@]1(NCCC1)C(=O)O α-(4-pyridinylmethyl)-proline